N(N)C1=C(C(=O)N)C=CC=N1 hydrazino-nicotinamide